CCCCN1C(CCC1)=O N-(3-methylpropyl)pyrrolidone